5-bromo-3-(chloromethyl)benzofuran BrC=1C=CC2=C(C(=CO2)CCl)C1